ClC1=NC2=CC=C(C=C2C(=C1)NC1=CC=C(C=C1)[N+](=O)[O-])C(=O)O 2-chloro-4-((4-nitrophenyl)amino)quinoline-6-carboxylic acid